3,4-Bis(4-chlorophenyl)isocoumarin ClC1=CC=C(C=C1)C=1OC(=O)C2=CC=CC=C2C1C1=CC=C(C=C1)Cl